2-(2',4'-dihydroxyphenyl)benzotriazole OC1=C(C=CC(=C1)O)N1N=C2C(=N1)C=CC=C2